COC=1N=C2C(=CC=NC2=CC1OC)OC1=C(C=C(C=C1)NC(=O)C1=CN(C(=C(C1=O)C1=C(C=C(C=C1)F)C)C)CCF)F N-[4-[(6,7-dimethoxy-1,5-naphthyridin-4-yl)oxy]-3-fluorophenyl]-1-(2-fluoroethyl)-5-(4-fluoro-2-methylphenyl)-6-methyl-4-oxopyridine-3-carboxamide